1-(4-((7-oxa-4-azaspiro[2.5]octan-4-yl)methyl)phenyl)-3-(4-chlorobenzyl)urea C1CC12N(CCOC2)CC2=CC=C(C=C2)NC(=O)NCC2=CC=C(C=C2)Cl